N'-1,3-dimethylolhexyl-urea C(O)C(CC(CCC)CO)NC(N)=O